CC1=CC=C(C=N1)C1=NN2C(N=CC=C2)=C1C(=O)N[C@@H]1C(NC2=C(C(=N1)C1=CC=CC=C1)C=CC=C2)=O 2-(6-Methylpyridin-3-yl)-N-[(3S)-2-oxo-5-phenyl-1,3-dihydro-1,4-benzodiazepin-3-yl]pyrazolo[1,5-a]pyrimidine-3-carboxamide